ClC1=CC=C2C(C=C(NC2=C1)C1=CC(=NC=C1SC)C#N)=O 4-(7-chloro-4-oxo-1H-quinolin-2-yl)-5-methylsulfanyl-pyridine-2-carbonitrile